BrC=1C=C(COC[C@@H](COCCCCCCCCCCCCCCCCCC)O[Si](C)(C)C(C)(C)C)C=C(C1)F (R)-((1-((3-bromo-5-fluorobenzyl)oxy)-3-(octadecyloxy)propan-2-yl)oxy)(tert-butyl)dimethylsilane